5-chloro-3-(2-(3-(2,6-dimethylphenyl)-4-oxothiazolidine-2-ylidene)hydrazono)indol-2-one ClC=1C=C2C(C(NC2=CC1)=O)=NN=C1SCC(N1C1=C(C=CC=C1C)C)=O